(S)-2-bromo-4-(2-tert-Butyldimethylsilanylpropyl)pyridine BrC1=NC=CC(=C1)C[C@H](C)[Si](C)(C)C(C)(C)C